(1-((2-(trimethylsilyl)ethoxy)methyl)-4-vinyl-1H-imidazole-2-carbonyl)spiro[benzo[d][1,3]oxazine-4,3'-piperidin]-2(1H)-one C[Si](CCOCN1C(=NC(=C1)C=C)C(=O)N1CC2(CCC1)C1=C(NC(O2)=O)C=CC=C1)(C)C